C(O)C(=C(C(=O)N)CO)CO trimethylolacrylamide